[(phenyl)(pyridyl)triazinylpyridyl]dibenzofuran C1(=CC=CC=C1)C=1C(=C(C(=NC1)C1=CC=CC=2OC3=C(C21)C=CC=C3)C3=NN=NC=C3)C3=NC=CC=C3